S(N)(=O)(=O)C=1C=C(C=CC1)NC(C1=CC=CC=C1)=O N-(3-sulfamoylphenyl)benzamide